7-isopropyl-5,6,7,8-tetrahydro-2,7-naphthyridin C(C)(C)N1CCC=2C=CN=CC2C1